FC=1C=C(C(=NC1I)I)OCCO 2-[(5-fluoro-2,6-diiodo-3-pyridyl)oxy]ethanol